hexyl-succinimide ethyl-acrylate C(C)OC(C=C)=O.C(CCCCC)C1C(=O)NC(C1)=O